ONC(CCCCCN1C(N\C(\C1=O)=C/C=1C=C2C(=CC=NC2=CC1)C1=CC=NC=C1)=O)=O (Z)-N-hydroxy-6-(2,5-dioxo-4-((4-(pyridin-4-yl)quinolin-6-yl)methylene)imidazolidin-1-yl)hexanamide